FC(CCN1CC(C1)=CC1=CC=C(C=C1)C1=C(CCCC2=C1C=CC=C2)C2=C1CCCC1=CC=C2)F 9-(4-((1-(3,3-Difluoropropyl)azetidin-3-yliden)methyl)phenyl)-8-(2,3-dihydro-1H-inden-4-yl)-6,7-dihydro-5H-benzo[7]annulen